C(C)NC(OCC1=CC=C(C=C1)NC([C@H](C)NC(C(F)(F)F)=O)=O)=O (S)-4-(2-(2,2,2-Trifluoroacetamido)propanamido)benzyl ethylcarbamate